3-methyl-[1,4']bipiperidinyl CC1CN(CCC1)C1CCNCC1